2-[2-(4,5-dihydrofuran-3-yl)-5,8-dioxo-6-(propan-2-yl)-5,6,7,8-tetrahydro-4H-pyrazolo[1,5-a]pyrrolo[3,4-d]pyrimidin-4-yl]-N-(5-fluoropyridin-2-yl)acetamide O1C=C(CC1)C1=NN2C(N(C3=C(C2=O)CN(C3=O)C(C)C)CC(=O)NC3=NC=C(C=C3)F)=C1